N4-(3-(Trifluoromethyl)phenyl)-N7-(4-methoxyphenyl)chinolin-4,7-diamin FC(C=1C=C(C=CC1)NC1=CC=NC2=CC(=CC=C12)NC1=CC=C(C=C1)OC)(F)F